methyl-(3S)-3-aminobutyric acid hydrochloride Cl.CC(C(=O)O)[C@H](C)N